ethyl 1-[2-[4-[2-[4-[1-[4-[(3-fluorophenyl)methylcarbamoyl]-1-piperidyl]ethyl]-1-naphthyl]ethynyl]-1-piperidyl]ethyl]pyrazole-4-carboxylate FC=1C=C(C=CC1)CNC(=O)C1CCN(CC1)C(C)C1=CC=C(C2=CC=CC=C12)C#CC1CCN(CC1)CCN1N=CC(=C1)C(=O)OCC